(5Z)-5-(quinolin-6-ylmethylidene)-2-(thiophen-2-ylmethylimino)-1,3-thiazolidin-4-one N1=CC=CC2=CC(=CC=C12)\C=C/1\C(NC(S1)=NCC=1SC=CC1)=O